4-amino-6'-bromo-4'-fluoro-6-(thiazol-2-yl)-[2,2'-bipyridine]-3-carbonitrile NC1=C(C(=NC(=C1)C=1SC=CN1)C1=NC(=CC(=C1)F)Br)C#N